tert-butyl 4-fluoro-4-[[1-[6-[5-(1-methylcyclopropoxy)-2-(2-trimethylsilylethoxymethyl)indazol-3-yl]pyrimidin-4-yl]azetidin-3-yl]oxymethyl]piperidine-1-carboxylate FC1(CCN(CC1)C(=O)OC(C)(C)C)COC1CN(C1)C1=NC=NC(=C1)C=1N(N=C2C=CC(=CC12)OC1(CC1)C)COCC[Si](C)(C)C